(4R,8S)-5-(benzyloxy)-1-(2-(tert-butoxy)-2-oxoethyl)-6-oxo-4,5,6,8-tetrahydro-1H-4,7-methanopyrazolo[3,4-e][1,3]Diazepine-8-carboxylic acid methyl ester COC(=O)[C@H]1N2C(N([C@H](C3=C1N(N=C3)CC(=O)OC(C)(C)C)C2)OCC2=CC=CC=C2)=O